CC1=CN=C(S1)N 5-methyl-1,3-thiazol-2-amine